4-bromo-N-(3-(morpholinesulfonyl)phenyl)pyridin-2-amine BrC1=CC(=NC=C1)NC1=CC(=CC=C1)S(=O)(=O)N1CCOCC1